O=C1N(CC2=CC(=CC=C12)OCCC(N1CCC(CC1)N1N=CC(=C1)C1=NC2=CC=CC=C2N=C1)=O)C1C(NC(CC1)=O)=O 3-(1-oxo-5-(3-oxo-3-(4-(4-(quinoxalin-2-yl)-1H-pyrazol-1-yl)piperidin-1-yl)propoxy)isoindolin-2-yl)piperidine-2,6-dione